FC(C)(F)C1=C(OCCC2CCN(CC2)C(=O)OC(C)(C)C)C=CC(=C1)[N+](=O)[O-] tert-Butyl 4-(2-(2-(1,1-difluoroethyl)-4-nitrophenoxy)ethyl)piperidine-1-carboxylate